4-((3-(4,4,4-trifluorobut-2-enamido)piperidin-1-yl)methyl)picolinamide FC(C=CC(=O)NC1CN(CCC1)CC1=CC(=NC=C1)C(=O)N)(F)F